(trifluoromethanesulfonyl-oxy)-6,8-dihydro-5H-1,7-naphthyridine-7-carboxylic acid tert-butyl ester C(C)(C)(C)OC(=O)N1CCC=2C=CC(=NC2C1)OS(=O)(=O)C(F)(F)F